acetic acid (2,4,9,9-tetramethylspiro[4.5]dec-2-en-10-yl)acetate CC=1CC2(C(C1)C)CCCC(C2CC(=O)O)(C)C.C(C)(=O)O